NC1=NC(=NC=C1)N1C[C@]([C@@H](CC1)O)(C)F (3s,4r)-1-(4-aminopyrimidin-2-yl)-3-fluoro-3-methylpiperidin-4-ol